C1(CC1)CC1=NN(C(N1C)=O)CC1=C(N=NN1C)C1=NC(=C(C=C1)I)CC 3-(cyclopropylmethyl)-1-{[4-(6-ethyl-5-iodopyridin-2-yl)-1-methyl-1H-1,2,3-triazol-5-yl]methyl}-4-methyl-4,5-dihydro-1H-1,2,4-triazol-5-one